7-((2S,5R)-2,5-diethyl-4-(1-(2-fluoro-4-(trifluoromethyl)phenyl)ethyl)piperazin-1-yl)-4-methyl-2-(tetrahydro-2H-pyran-2-yl)-2,4-dihydro-5H-pyrazolo[4,3-b]pyridin-5-one C(C)[C@@H]1N(C[C@H](N(C1)C(C)C1=C(C=C(C=C1)C(F)(F)F)F)CC)C=1C=2C(N(C(C1)=O)C)=CN(N2)C2OCCCC2